tetramethyleneglycol bis(3-mercaptopropionate) SCCC(=O)OCCCCOC(CCS)=O